2,2-diiodo-1,1,1,3,3,3-hexafluoropropane IC(C(F)(F)F)(C(F)(F)F)I